CC=1C2=C(N=NC1C1=C(C=C(C=C1)C(F)(F)F)O)N(CCC2)[C@H]2CN(CCC2)CCO[Si](C(C)(C)C)(C)C 2-{4-methyl-8-[(3R)-1-(4,4,5,5-tetramethyl-3-oxa-4-silahex-1-yl)hexahydropyridin-3-yl]-5,6,7,8-tetrahydropyrido[2,3-c][1,2]diazin-3-yl}-5-(trifluoromethyl)phenol